2,4-Difluoro-N-(2-methoxy-5-(8-(piperazin-1-yl)quinolin-2-yl)pyridin-3-yl)benzenesulfonamide trifluoroacetate FC(C(=O)O)(F)F.FC1=C(C=CC(=C1)F)S(=O)(=O)NC=1C(=NC=C(C1)C1=NC2=C(C=CC=C2C=C1)N1CCNCC1)OC